T-amyl peroxydecanoate C(CCCCCCCCC)(=O)OOC(C)(C)CC